N1C(C(CCC1=O)[2H])=O piperidine-2,6-dione-3-d